BrC=1C=C2C=NN(C2=C(C1)C#N)COCC[Si](C)(C)C 5-bromo-1-(2-trimethylsilylethoxymethyl)indazole-7-carbonitrile